N-dihydroxyethyl-1,4-pentanediamine OC(CNCCCC(C)N)O